C(C)(C)C1=CC=C(C=C1)C1=CC=C(C=C1)CN1C(=NC=2N(C(N(C(C12)=O)C)=O)C)NC 7-((4'-isopropyl-[1,1'-biphenyl]-4-yl)methyl)-1,3-dimethyl-8-(methylamino)-3,7-dihydro-1H-purine-2,6-dione